C(C)(=O)C1=C(C=C(C=C1)Cl)C=1C(=NN(C(C1)=O)C(C(=O)NC1=CC=C(C(=O)O)C=C1)CC(C)C)OC 4-(2-(4-(2-acetyl-5-chlorophenyl)-3-methoxy-6-oxopyridazin-1(6H)-yl)-4-methylpentanoylamino)benzoic acid